C1(=C(C=CC=C1)C=1C=CC=C2C=C(NC12)C(=O)O)C 7-(o-tolyl)-1H-indole-2-carboxylic acid